C(#N)C1=CNC2=C(C=CC(=C12)C)NS(=O)(=O)C1=CC=C(C=C1)S(=O)(=O)N1CCOCC1 N-(3-cyano-4-methyl-1H-indol-7-yl)-4-(morpholinosulfonyl)benzenesulfonamide